3,3-dimethylpiperidine-1-sulfonamide CC1(CN(CCC1)S(=O)(=O)N)C